N-((5-chloro-4-(((ethyl(methyl)amino)methylene)amino)-2-methylphenyl)(methyl)(oxo)-λ6-sulfaneylidene)-3-(trifluoromethyl)benzamide ClC=1C(=CC(=C(C1)S(=NC(C1=CC(=CC=C1)C(F)(F)F)=O)(=O)C)C)N=CN(C)CC